Tert-butyl 2-(3-(dimethylamino)propoxy)-4-ethynylbenzylcarbamate CN(CCCOC1=C(CNC(OC(C)(C)C)=O)C=CC(=C1)C#C)C